(S)-4-(2-((tert-butoxycarbonyl)amino)-3-methoxy-3-oxopropyl)-1,4-diazacycloheptane-1-carboxylic acid benzyl ester C(C1=CC=CC=C1)OC(=O)N1CCN(CCC1)C[C@@H](C(=O)OC)NC(=O)OC(C)(C)C